C(#N)C1(C(OC1)C)NS(=O)(=O)C1=CC(=C2C=NN(C2=C1)C=1SC(=NN1)C(F)F)N1CCN(CC1)C(C(C)C)=O N-(3-cyano-2-methyloxetan-3-yl)-1-(5-(difluoromethyl)-1,3,4-thiadiazol-2-yl)-4-(4-isobutyrylpiperazin-1-yl)-1H-indazole-6-sulfonamide